FC=1C=C(C=CC1)[C@]1(C[C@@H]2[C@H](N(OC2(C)C)C)[C@H](C1)C)C |r| rac-(3aR,5R,7S,7aR)-5-(3-fluorophenyl)-1,3,3,5,7-pentamethyloctahydro-benzo[c]isoxazole